ClC1(C(C(C1(F)F)(F)F)(Cl)F)F 1,2-Dichlorohexafluorocyclobutane